CC1CCC(CC1)NC(OC1=C(C=CC(=C1)C=1C=NC=C(C1)C=1OC=CN1)C)=O 2-methyl-5-(5-(oxazol-2-yl)pyridin-3-yl)phenyl (4-methylcyclohexyl)carbamate